3-Bromo-5-fluoro-4-methyl-aniline BrC=1C=C(N)C=C(C1C)F